O=C1NC(CC[C@H]1N1CCCC2=C(C=CC=C12)C1CCN(CC1)CC(=O)OC(C)(C)C)=O tert-butyl 2-[4-[1-[(3R)-2,6-dioxo-3-piperidyl]-3,4-dihydro-2H-quinolin-5-yl]-1-piperidyl]acetate